C(C)C(C(C(=O)O)(CCCCCC)CC)CCCCCC(=O)O.C1(CC1)C(=O)NC1=CC(=C(N=N1)C(=O)NC([2H])([2H])[2H])NC1=C(C(=CC=C1)C1=NC=C(N=C1)C1(COC1)O)OC 6-(cyclopropanecarboxamido)-4-((3-(5-(3-hydroxyoxetan-3-yl)pyrazin-2-yl)-2-methoxyphenyl)amino)-N-(methyl-d3)pyridazine-3-carboxamide DIETHYLHEXYL-AZELATE